C(#N)COC=1C=C(C=CC1O)/C=C/C(=O)NCCC1=CC=C(C=C1)O (E)-3-(3-(cyanomethoxy)-4-hydroxyphenyl)-N-(4-hydroxyphenethyl)acrylamide